7-(4-((4-(1H-pyrazol-4-yl)phenyl)amino)pyrimidin-2-yl)-N-(3,3-difluorocyclobutyl)-5,6,7,8-tetrahydroimidazo[1,2-a]pyrazine-2-carboxamide N1N=CC(=C1)C1=CC=C(C=C1)NC1=NC(=NC=C1)N1CC=2N(CC1)C=C(N2)C(=O)NC2CC(C2)(F)F